[Si](C)(C)(C(C)(C)C)OCCCC(CCN1C=CN=CC=C1)O\N=C\C1=CC=CC=C1 (E)-benzaldehyde O-(6-((tert-butyldimethylsilyl)oxy)-1-(1,4-diazepin-1-yl)hexan-3-yl) oxime